The molecule is the meso-form of nordihydroguaiaretic acid. An antioxidant found in the creosote bush, Larrea divaricata, it is a potent lipoxygenase inhibitor that interferes with arachidonic acid metabolism. It also inhibits (though to a lesser extent) formyltetrahydrofolate synthetase, carboxylesterase, and cyclooxygenase. It has a role as an antineoplastic agent, a lipoxygenase inhibitor, a hypoglycemic agent and a metabolite. C[C@H](CC1=CC(=C(C=C1)O)O)[C@@H](C)CC2=CC(=C(C=C2)O)O